(E)-3-(3,4-dihydroxy-5-nitrophenyl)-2-(3-hydroxyisoxazole-5-carbonyl)Acrylonitrile OC=1C=C(C=C(C1O)[N+](=O)[O-])/C=C(\C#N)/C(=O)C1=CC(=NO1)O